C1(CC1)C1=C(C(=NO1)C1=C(C=CC=C1)C(F)(F)F)CO[C@H]1[C@@H]2CN([C@H](C1)C2)C=2SC1=C(N2)C(=CC(=C1)C(=O)OC)OC(F)(F)F methyl 2-[(1S,4S,5R)-5-([5-cyclopropyl-3-[2-(trifluoromethyl)phenyl]-1,2-oxazol-4-yl]methoxy)-2-azabicyclo[2.2.1]heptan-2-yl]-4-(trifluoromethoxy)-1,3-benzothiazole-6-carboxylate